[(5-chloropyridin-3-yl)oxy]-5-(3-pyridin-2-yl-1H-pyrazol-1-yl)benzonitrile ClC=1C=C(C=NC1)OC1=C(C#N)C=C(C=C1)N1N=C(C=C1)C1=NC=CC=C1